2-(4-((4-(ethoxymethyl)-4-phenethyl-piperidin-1-yl)methyl)phenyl)acetic acid C(C)OCC1(CCN(CC1)CC1=CC=C(C=C1)CC(=O)O)CCC1=CC=CC=C1